8-(((1S,2S,4S)-4-((Z)-(tert-butoxyimino)(4-fluorophenyl)methyl)-2-hydroxycyclohexyl)(methyl)amino)-5-methyl-6-oxo-5,6-dihydro-1,5-naphthyridine-2,7-dicarbonitrile C(C)(C)(C)O\N=C(\[C@@H]1C[C@@H]([C@H](CC1)N(C1=C(C(N(C=2C=CC(=NC12)C#N)C)=O)C#N)C)O)/C1=CC=C(C=C1)F